3,4-dimethyl-1-hexanol CC(CCO)C(CC)C